(3β,5α,6β,22E)-6-methoxyergosta-7,22-diene-3,5-diol CO[C@@H]1C=C2[C@@H]3CC[C@H]([C@@H](/C=C/[C@@H](C(C)C)C)C)[C@]3(CC[C@@H]2[C@]2(CC[C@@H](C[C@]12O)O)C)C